N,N-diallylmelamine C=CCN(CC=C)C1=NC(=NC(=N1)N)N